1-(3-glycidoxypropyl)-1,1,3,3,3-pentamethyldisiloxane C(C1CO1)OCCC[Si](O[Si](C)(C)C)(C)C